FC=1C=C(C=CC1N1CCC(CC1)C(F)(F)F)NC1=CC=C2C(N(N(C2=C1)C(=O)OC(C)(C)C)C)=O tert-butyl 6-((3-fluoro-4-(4-(trifluoromethyl)piperidin-1-yl)phenyl)amino)-2-methyl-3-oxo-2,3-dihydro-1H-indazole-1-carboxylate